CC1N(CC(CC1)COC=1C(=NC=CC1)C(F)(F)F)C(=O)OC(C)(C)C tert-butyl 2-methyl-5-(((2-(trifluoromethyl)pyridin-3-yl)oxy)methyl)piperidine-1-carboxylate